2-chloro-N-[(4-cyanophenyl)methyl]-N-(3,5-dimethoxyphenyl)acetamide ClCC(=O)N(C1=CC(=CC(=C1)OC)OC)CC1=CC=C(C=C1)C#N